CC1C(CCC=C1)(C)C TRIMETHYL-3-CYCLOHEXENE